N,N'-bis-(1,4-Dimethylpentyl)-p-Phenylenediamin CC(CCC(C)C)NC1=CC=C(C=C1)NC(CCC(C)C)C